1-(2,6-difluorophenyl)-N-methyl-methylamine FC1=C(C(=CC=C1)F)CNC